4-tert-butyl-3,5-difluoro-2-methyl-phenol C(C)(C)(C)C1=C(C(=C(C=C1F)O)C)F